1-(2-(4-(4-acryloylpiperazin-1-yl)-6-chloroquinazolin-7-yl)phenyl)cyclopropanecarbonitrile C(C=C)(=O)N1CCN(CC1)C1=NC=NC2=CC(=C(C=C12)Cl)C1=C(C=CC=C1)C1(CC1)C#N